ClC1=C(C=2N=C(N=C3C2C(=N1)OCCN3CCC(=O)N)OC[C@]31CCCN1C[C@@H](C3)F)F 3-(5-chloro-4-fluoro-2-(((2R,7aS)-2-fluorotetrahydro-1H-pyrrolizin-7a(5H)-yl)methoxy)-8,9-dihydro-10H-7-oxa-1,3,6,10-tetraazacyclohepta[de]naphthalen-10-yl)propanamide